methyl 1-(4-aminophenyl)cyclopentane-1-carboxylate NC1=CC=C(C=C1)C1(CCCC1)C(=O)OC